OC[C@H]1[C@@H](N(C1)C=1N=C(C2=C(N1)CCC2)C2=CC=C(C(=O)N)C=C2)C |r| (rac)-4-(2-((2S*,3R*)-3-(hydroxymethyl)-2-methylazetidin-1-yl)-6,7-dihydro-5H-cyclopenta[d]pyrimidin-4-yl)benzamide